CN1C2CC(=CC1CC2)OS(=O)(=O)C(F)(F)F (8-methyl-8-azabicyclo[3.2.1]oct-3-en-3-yl)trifluoromethanesulfonate